C[C@@H]1C[C@@H]2N([C@H](OC2)C2=CC=CC=C2)C1=O (3R,6R,7aS)-6-methyl-3-phenyltetrahydro-3H,5H-pyrrolo[1,2-c]oxazol-5-one